C1(=C(C=CC2=CC=CC=C12)OC1=CC(=CC2=C1OC1=C2C=CC=C1)CO)C1=C(C=CC2=CC=CC=C12)OC1=CC(=CC2=C1OC1=C2C=CC=C1)CO {[1,1'-binaphthalene]-2,2'-diylbis(oxydibenzo[b,d]furan-4,2-diyl)}dimethanol